FC(C=1C(=C(C=CC1)[C@@H](C)NC=1C2=C(N=C(N1)C)NC(C(=C2)C(=O)O)=O)F)F (R)-4-((1-(3-(difluoromethyl)-2-fluorophenyl)ethyl)amino)-2-methyl-7-oxo-7,8-dihydropyrido[2,3-d]pyrimidine-6-carboxylic acid